5-chloro-2-(difluoromethyl)-N-((1r,4r)-4-((3-(1-(2-hydroxyethyl)-1H-pyrrolo[2,3-b]pyridin-5-yl)-2-oxo-2,3-dihydro-1H-benzo[d]imidazol-1-yl)methyl)cyclohexyl)nicotinamide ClC=1C=NC(=C(C(=O)NC2CCC(CC2)CN2C(N(C3=C2C=CC=C3)C=3C=C2C(=NC3)N(C=C2)CCO)=O)C1)C(F)F